CC1=C(C=CC(=C1)C)S(=O)(=O)C=1N=NN2C1NC(C1=CC=C(C=C21)N2CCOCCC2)=O 3-(2,4-dimethylbenzenesulfonyl)-8-(1,4-oxazepan-4-yl)-4H,5H-[1,2,3]triazolo[1,5-a]quinazolin-5-one